O=C1N(CCC(N1)=O)C1=C(C(=O)O)C=CC(=C1)OC (2,4-dioxotetrahydropyrimidin-1(2H)-yl)-4-methoxybenzoic acid